3-(N,N-dimethylaminopropyl)aminopropyl-trimethoxysilane CN(C)CCCNCCC[Si](OC)(OC)OC